5-[1-(Benzenesulfonyl)-4-bromo-6,7-difluoro-indol-5-yl]oxy-2-fluoro-benzonitrile C1(=CC=CC=C1)S(=O)(=O)N1C=CC2=C(C(=C(C(=C12)F)F)OC=1C=CC(=C(C#N)C1)F)Br